(6R)-6-{[7-bromo-2-(1H-pyrazol-4-yl)[1,2,4]triazolo[1,5-c]quinazolin-5-yl]amino}-1,4-diazacycloheptan-5-one BrC1=CC=CC=2C=3N(C(=NC12)N[C@H]1C(NCCNC1)=O)N=C(N3)C=3C=NNC3